O=C1NC(CCC1NC(=O)C1=CC=C(C2=C1NC=N2)N2CC(CC2)C2=C(C=CC(=C2)C)S(=O)(=O)OC)=O methyl (1-(7-((2,6-dioxopiperidin-3-yl)carbamoyl)-1H-benzo[d]imidazol-4-yl)pyrrolidin-3-yl)4-methylbenzenesulfonate